N-isobutyryl-D-cysteine CC(C)C(=O)N[C@H](CS)C(=O)O